naphthyl-(naphthylphenyl)anthracene-d8 C1(=CC=CC2=CC=CC=C12)C1=C2C(=C(C(=C(C2=C(C=2C(=C(C(=C(C12)[2H])[2H])[2H])[2H])[2H])[2H])[2H])[2H])C1=C(C=CC=C1)C1=CC=CC2=CC=CC=C12